C(C)(C)C1=C(C(=CC=C1)C(C)C)N1CN(C=C1)C1=C(C=CC=C1C(C)C)C(C)C 1,3-bis(2,6-diisopropylphenyl)-2h-imidazole